cyano-1-methyl-(ethyl)azoformamide C(#N)N(C(=O)C)N=NN(C=O)CC